(R)-2-fluoro-N,N-dimethyl-4-((1-(1-(3,3,3-trifluoro-2-hydroxy-2-phenylpropanoyl)piperidin-4-yl)azetidin-3-yl)amino)benzamide FC1=C(C(=O)N(C)C)C=CC(=C1)NC1CN(C1)C1CCN(CC1)C([C@@](C(F)(F)F)(C1=CC=CC=C1)O)=O